NC=1N=C(SC1C(=O)C1=CC=C(C(=O)NC2CCCC2)C=C1)N(C1=CC=C(C=C1)F)[C@@H](C(=O)N)C |r| rac-4-[4-amino-2-(N-(2-amino-1-methyl-2-oxo-ethyl)-4-fluoro-anilino)thiazole-5-carbonyl]-N-cyclopentyl-benzamide